N[C@@H](C(=O)O)CNC(C1=CC(=CC(=C1)F)N1C(CCCC1)CC)=O (R)-2-amino-3-(3-(2-ethylpiperidin-1-yl)-5-fluorobenzamido)propanoic acid